tert-Butyl 2-(4-chlorobenzyl)-1-(2-hydroxyethyl)-3-oxo-1,2,3,4,6,7-hexahydro-5H-pyrazolo[4,3-c]pyridine-5-carboxylate ClC1=CC=C(CN2N(C3=C(CN(CC3)C(=O)OC(C)(C)C)C2=O)CCO)C=C1